C[C@]12CCC(=O)C=C1CC[C@@H]3[C@H]2[C@H](C[C@]4([C@@H]3CC[C@@]4(C(=O)CO)O)C)O 11b,17a,21-trihydroxypregn-4-ene-3,20-dione